3-isopropyl-1-methyl-1-(7-(6-((1-methylpiperidin-4-yl)methoxy)pyridin-3-yl)-quinoxalin-2-yl)urea C(C)(C)NC(N(C1=NC2=CC(=CC=C2N=C1)C=1C=NC(=CC1)OCC1CCN(CC1)C)C)=O